N-(3-(2'-fluoro-[1,1'-biphenyl]-4-yl)propyl)-5-methylisoxazole-4-carboxamide FC1=C(C=CC=C1)C1=CC=C(C=C1)CCCNC(=O)C=1C=NOC1C